phenothiazine fumarate C(\C=C\C(=O)O)(=O)O.C1=CC=CC=2SC3=CC=CC=C3NC12